FC1(CN(CC[C@H]1NC1=NN2C(C(=N1)OC([2H])([2H])[2H])=C(C(=C2)F)C=2C=CC1=C(N(N=N1)CCF)C2)C([2H])([2H])[2H])F (R)-N-(3,3-difluoro-1-(methyl-d3)piperidin-4-yl)-6-fluoro-5-(1-(2-fluoroethyl)-1H-benzo[d][1,2,3]triazol-6-yl)-4-(methoxy-d3)pyrrolo[2,1-f][1,2,4]triazin-2-amine